1-(3,5-Dimethoxypyridin-2-yl)-1H-benzimidazole COC=1C(=NC=C(C1)OC)N1C=NC2=C1C=CC=C2